4-methylenedioxyethyl-amphetamine C1OCC(C2=CC=C(CC(N)C)C=C2)O1